C(C1=CC=CC=C1)SC1=NC(=CC=C1N[C@H](C)C1=CC(=CC=2C(C(=C(OC21)C2=CC=CC=C2)C)=O)C)Cl 8-[(1R)-1-[(2-benzylsulfanyl-6-chloro-3-pyridinyl)amino]ethyl]-3,6-dimethyl-2-phenyl-benzopyran-4-one